ethyl-1-(3-(1-(benzyloxy)ethyl)-4-(3,4,5-trifluorophenyl)-1H-pyrazol-5-yl)-3-(ethoxymethyl)thiourea C(C)N(C(=S)NCOCC)C1=C(C(=NN1)C(C)OCC1=CC=CC=C1)C1=CC(=C(C(=C1)F)F)F